2'-chloro-7'-(2-phenoxyphenyl)-6',7'-dihydrospiro[cyclopropane-1,5'-pyrrolo[2,3-d]pyrimidine] ClC=1N=CC2=C(N1)N(CC21CC1)C1=C(C=CC=C1)OC1=CC=CC=C1